[Li].OC=1C=C(C=C(C1O)O)C#C 3,4,5-trihydroxyphenylacetylene lithium